tert-Butyl ((S)-(7-((((S)-2-amino-3,3,3-trifluoro-2-methylpropyl)amino)methyl)imidazo[1,2-b]pyridazin-2-yl)(4,4-difluorocyclohexyl)methyl)carbamate N[C@@](CNCC1=CC=2N(N=C1)C=C(N2)[C@H](C2CCC(CC2)(F)F)NC(OC(C)(C)C)=O)(C(F)(F)F)C